FC1=C(C(=CC=C1C(F)(F)F)OC)C1=CC(=NC=C1C(=O)NC=1SC(N(N1)CCCCO)=O)C 4-(2-Fluoro-6-methoxy-3-(trifluoromethyl)phenyl)-N-(4-(4-hydroxybutyl)-5-oxo-4,5-dihydro-1,3,4-thiadiazol-2-yl)-6-methylnicotinamide